C(OCC1=CC(OC2=CC(=CC=C12)N(CC)CC)=O)(OC1=CC=C(C=C1)[N+](=O)[O-])=O (7-(diethylamino)-2-oxo-2H-chromen-4-yl)methyl (4-nitrophenyl) carbonate